N[C@H](C(=O)N1C[C@H](CC1)S(=O)(=O)C1=CC=CC=C1)CC1=CC(=C(C=C1)OC=1C2=C(N=CN1)NC=C2C)F (S)-2-amino-3-(3-fluoro-4-((5-methyl-7H-pyrrolo[2,3-d]pyrimidin-4-yl)oxy)phenyl)-1-((S)-3-(benzenesulfonyl)pyrrolidin-1-yl)propan-1-one